4-[2-(3-methylphenyl)ethyl]resorcinol CC=1C=C(C=CC1)CCC1=C(C=C(O)C=C1)O